C(CCC)C1(CCCCC1)CCCCCCC(C)C butyl-isononyl-cyclohexane